COC1=NC=C(C2=C1N=C(S2)[NH-])C2=CC=NC=C2 (4-methoxy-7-pyridin-4-yl-thiazolo[4,5-c]pyridin-2-yl)-amid